NC1=NC=CC2=C(C=CC=C12)C=1C=C2C(CC3(CCN(CC3)C(=O)OC)C2=CC1)OC1=C(C=CC=C1)CC(=O)O 2-(2-((5-(1-aminoisoquinolin-5-yl)-1'-(methoxycarbonyl)-2,3-dihydrospiro[indene-1,4'-piperidin]-3-yl)oxy)phenyl)acetic acid